BrC1=C(NC2=NC=CN=C21)C2=CC(=NC=C2)NC(CC2=CC=C(C=C2)F)=O N-[4-(7-bromo-5H-pyrrolo[2,3-b]pyrazin-6-yl)pyridin-2-yl]-2-(4-fluorophenyl)acetamide